C1=CC=CC=2C3=CC=CC=C3C(C12)COC(=O)N[C@@H](COP(=O)(OCCC#N)OCC[N+](C)(C)C)C(=O)OC(C)(C)C 2-((((S)-2-((((9H-fluoren-9-yl)methoxy)carbonyl)amino)-3-(tert-butoxy)-3-oxopropoxy)(2-cyanoethoxy)phosphoryl)oxy)-N,N,N-trimethylethan-1-aminium